3-((Naphthalen-1-ylsulfanyl)methyl)benzofuran C1(=CC=CC2=CC=CC=C12)SCC1=COC2=C1C=CC=C2